(2R,5E,12Z,15Z)-2-hydroxy-4-oxoheneicosa-5,12,15-trienyl acetate C(C)(=O)OC[C@@H](CC(\C=C\CCCCC\C=C/C\C=C/CCCCC)=O)O